(R)-3-(5-(difluoromethyl)-1,3,4-thiadiazol-2-yl)-8-(4-isobutyryl-3-methylpiperazin-1-yl)-N-(1-methylcyclopropyl)imidazo[1,2-a]pyridine-6-sulfonamide FC(C1=NN=C(S1)C1=CN=C2N1C=C(C=C2N2C[C@H](N(CC2)C(C(C)C)=O)C)S(=O)(=O)NC2(CC2)C)F